CNCC[C@@H](C=1SC=CC1)OC1=CC=NC2=CC=CC=C12 (S)-N-methyl-3-(quinolin-4-yloxy)-3-(thiophen-2-yl)propan-1-amine